NC1=CNC2=C1N=CN=C2NCC2=CC=C(C=C2)B(O)O 4-[([7-amino-5H-pyrrolo[3,2-d]pyrimidin-4-yl]amino)methyl]-phenylboronic acid